C(C)(C)(C)OC(=O)N1CCNC2(CC2C=2C3=C(N=CN2)N(C=C3C3=C(C=CC=C3)F)C3=NC=CC(=C3)C#N)C1 (7-(4-cyanopyridin-2-yl)-5-(2-fluorophenyl)-7H-pyrrolo[2,3-d]pyrimidin-4-yl)-4,7-diazaspiro[2.5]octane-7-carboxylic acid tert-butyl ester